(3,5-bis(trifluoromethyl)benzyl)(5-bromo-2,3-dihydro-1H-inden-1-yl)carbamic acid FC(C=1C=C(CN(C(O)=O)C2CCC3=CC(=CC=C23)Br)C=C(C1)C(F)(F)F)(F)F